N-(3-(2-oxo-2,3-dihydro-1H-benzo[d]imidazol-1-yl)propyl)-2-(4-(trifluoromethyl)phenyl)acetamide O=C1NC2=C(N1CCCNC(CC1=CC=C(C=C1)C(F)(F)F)=O)C=CC=C2